C(C1=CC=CC=C1)OC1=C(C(=O)OCC2=CC=CC=C2)C=C(C(=C1)OCC1=CC=CC=C1)C(C)C benzyl 2,4-bis(benzyloxy)-5-isopropylbenzoate